6-(2,2-Difluorocyclopropyl)pyridine-2-carboxamide FC1(C(C1)C1=CC=CC(=N1)C(=O)N)F